3-(4,4,5,5-tetramethyl-1,3,2-dioxaborolan-2-yl)cyclobutane-1-carboxylic acid CC1(OB(OC1(C)C)C1CC(C1)C(=O)O)C